5-(benzyloxy)-1-(7,8-difluoroindeno[1,2-a]inden-4b(9H)-yl)-3-ethyl-2,3-dihydro-1H-pyrido[2,1-f][1,2,4]triazine-4,6-dione C(C1=CC=CC=C1)OC=1C(C=CN2N(CN(C(C21)=O)CC)C21C(=CC3=CC=CC=C23)CC=2C(=C(C=CC21)F)F)=O